OC(=O)C(F)(F)F.NC1=C(C=CC=C1)NC(=O)C1=CC=C(CNC(=O)N2CCC(CC2)CNC2C(C2)C2=CC=C(C=C2)F)C=C1 N-(4-((2-aminophenyl)carbamoyl)benzyl)-4-(((2-(4-fluorophenyl)cyclopropyl)amino)methyl)piperidine-1-carboxamide TFA Salt